C(=O)(O)CC[N+]1=NC=C(C=C1)C=1SC=NN1 1-(2-carboxyethyl)-4-(1,3,4-thiadiazol-2-yl)pyridazin-1-ium